CC1(C(=C(C1)C1=C(C=CC=C1)NC(C)=O)C1=CC(=C(C=C1)C)C)C N-(2-(3,3-dimethyl-2-(3,4-dimethylphenyl)cyclobut-1-en-1-yl)phenyl)acetamide